C1(=C(C=CC=C1)C1C(C1)NC1CCC(CC1)N)C N1-(2-(o-tolyl)cyclopropyl)cyclohexane-1,4-diamine